O=C1N(CC2=CC(=CC=C12)OC1C(CCCC1)N1CC(C1)C(=O)N1CCCCC1)C1C(NC(CC1)=O)=O 3-(1-oxo-5-((2-(3-(piperidine-1-carbonyl)azetidin-1-yl)cyclohexyl)oxy)isoindolin-2-yl)piperidine-2,6-dione